COC1=CC=C(C=N1)N1C(=NC2=C(C1=O)SC=C2)C2=CC=C(C=C2)NC(C)=O N-(4-(3,4-Dihydro-3-(6-Methoxypyridin-3-yl)-4-Oxothieno[3,2-d]Pyrimidin-2-yl)Phenyl)Acetamide